BrC1=C(C=CC(=C1)C(F)(F)F)CC(O)C=1C=C(C#N)C=CC1 3-(2-(2-bromo-4-(trifluoromethyl)phenyl)-1-hydroxyethyl)benzonitrile